(2S,3S)-di-4-toluoyltartaric acid C1(=CC=C(C=C1)C(=O)C(C(C(=O)O)(O)C(=O)C1=CC=C(C=C1)C)(O)C(=O)O)C